ClC1=C(CCl)C=C(C=N1)C=1C=NN(C1)C=1N(N=C(C1C(F)(F)F)C(C(F)(F)F)(F)F)C 2-chloro-5-(2'-methyl-5'-(perfluoroethyl)-4'-(trifluoromethyl)-2'H-[1,3'-bipyrazole]-4-yl)nicotinyl chloride